((6-methyl-4-(methylthio)-2-oxo-1,2-dihydropyridin-3-yl)methyl)-1H-indole CC1=CC(=C(C(N1)=O)CN1C=CC2=CC=CC=C12)SC